(R)-1-((4-(difluoromethyl)-2'-methyl-[2,4'-bipyridin]-5-yl)oxy)-2-(fluoromethyl)-4-methylpentan-2-amine FC(C1=CC(=NC=C1OC[C@@](CC(C)C)(N)CF)C1=CC(=NC=C1)C)F